COC(=O)[C@H]1N(C(C1)=O)C(NC1=CC=C(C=C1)CN)=O (S)-1-((4-(aminomethyl)phenyl)carbamoyl)-4-oxoazetidine-2-carboxylic acid methyl ester